(R)-3-((5-(1-(2-fluoropropyl)-1H-benzo[d][1,2,3]triazol-6-yl)-4-methoxypyrrolo[2,1-f][1,2,4]triazin-2-yl)amino)-2,2-dimethylpropanenitrile F[C@@H](CN1N=NC2=C1C=C(C=C2)C=2C=CN1N=C(N=C(C12)OC)NCC(C#N)(C)C)C